(2R)-(-)-2-(4-Fluorophenyl)oxirane FC1=CC=C(C=C1)[C@H]1OC1